(1S,3S)-3-(4-(5-((((1-Cyclobutylethyl)(methyl)carbamoyl)oxy)methyl)-1-methyl-1H-pyrazol-4-yl)-2-methylphenoxy)cyclohexan C1(CCC1)[C@H](C)N(C(=O)OCC1=C(C=NN1C)C1=CC(=C(OC2CCCCC2)C=C1)C)C